ClC=1C=CSC1CN1CC=2C=NC=CC2C1 4-chloro-5-(1,3-dihydropyrrolo[3,4-c]pyridine-2-ylmethyl)thiophene